C(#N)C(CN1C(C2=CC=CC(=C2C1)C=1C=CC(=C(C#N)C1)F)=O)=C 5-[2-(2-cyano-2-methylideneethyl)-1-oxo-2,3-dihydro-1H-isoindol-4-yl]-2-fluorobenzonitrile